NCCN1CCNCC1 (2-aminoethyl)-piperazine